NC(CCC[C@@H](N)C(=O)O)N D-ε-aminolysine